S1CC(C1)SCCSCC(SC(CSCCSC1CSC1)CSC1CSC1)CSC1CSC1 1,11-bis(3-thietanylthio)-5,7-bis(3-thietanylthiomethyl)-3,6,9-trithiaundecane